1-(4-Chloro-benzyl)-4-[5-(4-chloro-benzyl)-2H-[1,2,4]triazol-3-yl]-piperidine ClC1=CC=C(CN2CCC(CC2)C=2NN=C(N2)CC2=CC=C(C=C2)Cl)C=C1